4-chloro-3-methyl-N-(1-methylpiperidin-3-yl)pyrazolo[1,5-d][1,2,4]triazin-7-amine ClC=1C=2N(C(=NN1)NC1CN(CCC1)C)N=CC2C